BrC1=C(C=C(C=O)C=C1)C(F)F 4-bromo-3-(difluoromethyl)benzaldehyde